4-(2-chlorophenyl)-2-cyclopropyl-7-(cyclopropylamino)thiazolo[4,5-d]pyrimidin-5(4H)-one ClC1=C(C=CC=C1)N1C(N=C(C2=C1N=C(S2)C2CC2)NC2CC2)=O